C(=C\C=C)/C=1C(=C(C(=C2C=NNC12)C=1N=CC=2N(C1)C=C(N2)NC(=O)C2C(C2)F)Cl)F N-(6-(7-((E)-buta-1,3-dien-1-yl)-5-chloro-6-fluoro-1H-indazol-4-yl)imidazo[1,2-a]pyrazin-2-yl)-2-fluorocyclopropane-1-carboxamide